N=1C=CN2C1N=CC(=C2)C=2C=CN1N=C(N=CC12)NCC1(CC1)C(F)(F)F 5-(imidazo[1,2-a]pyrimidin-6-yl)-N-((1-(trifluoromethyl)cyclopropyl)methyl)pyrrolo[2,1-f][1,2,4]triazin-2-amine